N1C(C1)C(=O)N1CCN(CC1)C1=NC=NC2=C(C(=C(C=C12)Cl)C1=C(C=CC=C1)F)F aziridin-2-yl(4-(6-chloro-8-fluoro-7-(2-fluorophenyl)quinazolin-4-yl)piperazin-1-yl)methanone